N-((1-(4-(trifluoromethyl)phenyl)pyrrolo[1,2-a]pyrazin-3-yl)methyl)methanesulfonamide FC(C1=CC=C(C=C1)C=1C=2N(C=C(N1)CNS(=O)(=O)C)C=CC2)(F)F